C12=C(C3=C(C4=CC5=CC=CC=C5C=C14)O3)O2 bisepoxyanthracene